ethyl-N-(4-(4-bromobenzoyl)-1H-1,2,3-triazol-5-yl)-N-methylglycinyl-methionine C(C)C(N(C)C1=C(N=NN1)C(C1=CC=C(C=C1)Br)=O)C(=O)N[C@@H](CCSC)C(=O)O